BrC=1C=CC(=C(C1)CCCC(=O)OC(C)(C)C)F tert-Butyl 4-(5-bromo-2-fluorophenyl)butanoate